CC=1C(N2[C@H]([C@H](CCC2=CC1)NS(=O)(=O)C1CC1)COC1CCC(CC1)CCC)=O |o1:4,5| rel-N-[(3S,4R)-7-methyl-6-oxo-4-({[(1R,4S)-4-propylcyclohexyl]oxy}methyl)-1,3,4,6-tetrahydro-2H-quinolizin-3-yl]cyclopropanesulfonamide